tert-butyl (1R,5S)-8-amino-3-azabicyclo[3.2.1]octane-3-carboxylate NC1[C@H]2CN(C[C@@H]1CC2)C(=O)OC(C)(C)C